N1CC(C1)OC=1C=CC(=C(C(=O)N[C@H](C)C2=CC(=CC=C2)C=2SC(=CC2)CN2CCNCC2)C1)C (R)-5-(azetidin-3-yloxy)-2-methyl-N-(1-(3-(5-(piperazin-1-ylmethyl)thiophen-2-yl)phenyl)ethyl)benzamide